4-(4-(((R)-1-(4-bromothiophen-2-yl)ethyl)amino)-7-methoxy-2-methylquinazoline-6-yl)cyclohex-3-ene-1-carboxylic acid methyl ester COC(=O)C1CC=C(CC1)C=1C=C2C(=NC(=NC2=CC1OC)C)N[C@H](C)C=1SC=C(C1)Br